C(C)(=O)C=1C2=C(C(=NC1)N)C(=NN2C2CNCC2)C#CC2=CC1=C(N(C=N1)CC)C=C2 3-(7-acetyl-4-amino-3-((1-ethyl-1H-benzo[d]imidazol-5-yl)ethynyl)-1H-pyrazolo[4,3-c]pyridin-1-yl)pyrrolidine